(6-methoxy-2-(4-methoxyphenyl)benzo[b]thiophen-3-yl)methanone COC=1C=CC2=C(SC(=C2C=O)C2=CC=C(C=C2)OC)C1